4-((5-bromo-2-methoxyphenyl)amino)-6-nitroquinazolin-7-ol BrC=1C=CC(=C(C1)NC1=NC=NC2=CC(=C(C=C12)[N+](=O)[O-])O)OC